Cl.CC1(CC(CC1)N)C 3,3-dimethylcyclopentan-1-amine hydrochloride